OCCOCN1C(=O)NC(=O)C(CSC2=CC=CC=C2)=C1 1-[(2-hydroxyethoxy)methyl]-(phenylthio)-thymine